C1=CC(=C(C=C1C2=C(C=C(C=C2)F)F)C(=O)O)O Difluorophenylsalicylic acid